8-methyl-6-(5-methyl-3,4-dihydro-2H-quinoxalin-1-yl)-2-[4-[(1-methylsulfonylazetidin-3-yl)methyl]anilino]pyrido[2,3-d]pyrimidin-7-one CN1C(C(=CC2=C1N=C(N=C2)NC2=CC=C(C=C2)CC2CN(C2)S(=O)(=O)C)N2CCNC1=C(C=CC=C21)C)=O